FC(C(=O)O)(F)F.CCC(CC)NC(=O)C1=CN=C(O1)C=1C=C(C=CC1)C1=CC(=NN1)C(=O)N[C@H](C(=O)OCC1=CC=CC=C1)C (S)-benzyl 2-(5-(3-(5-(pentan-3-ylcarbamoyl)oxazol-2-yl)phenyl)-1H-pyrazole-3-carboxamido)propanoate trifluoroacetate